N-(tert-butyldimethylsilyl)-1-hydroxy-3,3-dimethyl-1,3-dihydrobenzo[c][1,2]oxaborole-5-sulfonimidamide [Si](C)(C)(C(C)(C)C)NS(=O)(=N)C1=CC2=C(B(OC2(C)C)O)C=C1